2,4-dichloro-6-formylphenoxyacetonitrile ClC1=C(OCC#N)C(=CC(=C1)Cl)C=O